3-(4-(((6-((adamantan-1-ylamino)methyl)quinolin-2-yl)methyl)thio)-1-oxoisoindolin-2-yl)piperidine-2,6-dione C12(CC3CC(CC(C1)C3)C2)NCC=2C=C3C=CC(=NC3=CC2)CSC2=C3CN(C(C3=CC=C2)=O)C2C(NC(CC2)=O)=O